CN1CCC(CC1)COC=1C(=NC=CN1)N ((1-methylpiperidin-4-yl)methoxy)pyrazin-2-amine